C([C@H](O)C)(=O)OC methyl R-lactate